ClC1=C2C(=NC=C1)NCC2(C2CC2)C=2C=C(C=CC2)N2C(NCC2)=O 1-(3-{4-chloro-3-cyclopropyl-1H-pyrrolo[2,3-b]pyridin-3-yl}phenyl)imidazolidin-2-one